FC(C=1C=C(COC2=CC=C(C=C2)NC(=O)N2CCN(CC2)CCC=2C=NC=CC2)C=C(C1)C(F)(F)F)(F)F N-(4-((3,5-bis(trifluoromethyl)benzyl)oxy)phenyl)-4-(2-(pyridin-3-yl)ethyl)piperazine-1-carboxamide